D-tagatose 1,6-diphosphonate P(O)(=O)OCC(=O)[C@@H](O)[C@@H](O)[C@H](O)COP(O)=O